FC(CN1N=CC(=C1)C=1C=CC(=NC1C1=CC=2N(C=C1)C=CN2)C#N)(C(C(F)(F)F)(F)F)F 5-[1-(2,2,3,3,4,4,4-Heptafluorobutyl)-1H-pyrazol-4-yl]-6-imidazo[1,2-a]pyridin-7-ylpyridin-2-carbonitril